Trans-3-(hydroxymethyl)-3-nitrocyclobutanecarboxylic acid tert-butyl ester C(C)(C)(C)OC(=O)C1CC(C1)([N+](=O)[O-])CO